(R)-1-(tert-butyl)-3-(3,3-dimethoxycyclopentyl)-1H-pyrazol-5-amine C(C)(C)(C)N1N=C(C=C1N)[C@H]1CC(CC1)(OC)OC